C(#N)C1=CC=C(COC2=CC=CC(=N2)C2CCN(CC2)CC2=NC3=C(N2CC2COC2)C=C(C=C3)C(=O)O)C=C1 2-[(4-{6-[(4-cyanobenzyl)oxy]pyridin-2-yl}piperidin-1-yl)methyl]-1-(oxetan-3-ylmethyl)-1H-benzimidazole-6-carboxylic acid